FC(C=1N=C(C(=NC1)C(=O)O)OC)F 5-(Difluoromethyl)-3-methoxypyrazine-2-carboxylic acid